2-Iminothiolan N=C1SCCC1